4-bromo-2-chloro-N,N-diethylaniline BrC1=CC(=C(N(CC)CC)C=C1)Cl